N-[5-(2-chloro-4-fluoro-3-methylphenyl)-1H-indazol-3-yl]-1-methylpiperidine-4-carboxamide hydrochloride Cl.ClC1=C(C=CC(=C1C)F)C=1C=C2C(=NNC2=CC1)NC(=O)C1CCN(CC1)C